C(C)OC(CC1(CN(CC1)C(=O)OC(C)(C)C)C)=O Tert-butyl 3-(2-ethoxy-2-oxoethyl)-3-methylpyrrolidine-1-carboxylate